ClC1=C2C(=NC=C1)NC(=C2)C2=CC(=CC=C2)OCC2=NC=CC=C2 4-Chloro-2-(3-(pyridin-2-ylmethoxy)phenyl)-1H-pyrrolo[2,3-b]pyridine